1-dodecaneselenol C(CCCCCCCCCCC)[SeH]